1-(4-bromothiazol-2-yl)ethanone BrC=1N=C(SC1)C(C)=O